3-ethyl-3-Methyloloxetane C(C)C1(COC1)CO